1-[4-(2-{4-amino-7-[1-(5-methyl-1,2,4-oxadiazol-3-yl)ethyl]-5-(4-phenoxyphenyl)-7H-pyrrolo[2,3-d]pyrimidin-6-yl}ethynyl)piperidin-1-yl]prop-2-en-1-one NC=1C2=C(N=CN1)N(C(=C2C2=CC=C(C=C2)OC2=CC=CC=C2)C#CC2CCN(CC2)C(C=C)=O)C(C)C2=NOC(=N2)C